[Si](C)(C)(C(C)(C)C)OC[C@@H]1C([C@@H]2[C@@H](OC(O2)(C)C)O1)(O)C#C (3aR,5R,6aR)-5-(((tert-butyldimethylsilyl)oxy)methyl)-6-ethynyl-2,2-dimethyltetrahydro-furo[2,3-d][1,3]dioxol-6-ol